4'-Octyl-[1,1'-biphenyl]-4-carboxylic acid C(CCCCCCC)C1=CC=C(C=C1)C1=CC=C(C=C1)C(=O)O